5-(chloromethyl)-3-(1-(tetrahydro-2H-pyran-2-yl)-1H-pyrazol-4-yl)isoxazole ClCC1=CC(=NO1)C=1C=NN(C1)C1OCCCC1